N1CCC(CC1)NC(=O)C1=CC=C2C=NN(C2=C1)C=1C=C(C=CC1)C N-(piperidin-4-yl)-1-(m-tolyl)-1H-indazole-6-carboxamide